C1(=CC=CC2=CC=CC=C12)C=1C=C(C(C#N)=CC1C1=CC=CC2=CC=CC=C12)C#N 4,5-di(naphthalen-1-yl)phthalonitrile